ClN1C(C(C2=CC=CC=C12)=NN=C1SCC(N1C1=C(C=CC=C1C)C)=O)=O chloro-3-(2-(3-(2,6-dimethylphenyl)-4-oxothiazolidin-2-ylidene)hydrazono)-1H-indol-2-one